CN(C)CC1CN(C1)C1=NC2=C(N1C(=O)NCCOC1=CC=CC=C1)C=CC=C2 (3-((Dimethylamino)methyl)azetidin-1-yl)-N-(2-phenoxyethyl)-1H-benzo[d]imidazole-1-carboxamide